CC1(C[C@@H]2CNC[C@H]1N(C2)C2=CC=C(C=C2)N2CCOCC2)C 4-(4-((1R,5S)-9,9-dimethyl-3,6-diazabicyclo[3.2.2]non-6-yl)phenyl)morpholine